Cl.CN1N=CC2=C1CNC2 1-methyl-5,6-dihydro-4H-pyrrolo[3,4-c]pyrazole hydrochloride